ClC=1C=C(C=CC1Cl)C=CC(=O)C1=CC=C(OCC(=O)O)C=C1 [4-[3-(3,4-Dichlorophenyl)-1-oxo-2-propenyl]phenoxy]-acetic acid